OCC(C(O)O)(C)C 3-hydroxy-2,2-dimethylpropanediol